Lithium oxide methyl-(3S)-3-(N-benzylformamido)-2-oxo-4-[1-(triphenylmethyl)-1H-imidazol-4-yl]butanoate COC(C([C@H](CC=1N=CN(C1)C(C1=CC=CC=C1)(C1=CC=CC=C1)C1=CC=CC=C1)N(C=O)CC1=CC=CC=C1)=O)=O.[O-2].[Li+].[Li+]